(Z)-N-(1-(2-(ethylthio)-3,6-dimethyl-4-oxo-4H-chromen-8-yl)ethylidene)-2-methylpropane-2-sulfenamide C(C)SC=1OC2=C(C=C(C=C2C(C1C)=O)C)\C(\C)=N/SC(C)(C)C